C(C1=CC=CC=C1)N1C[C@H]([C@@H](CC1)C(=O)N1CCC(CC1)(O)CN1C=NC2=C(C1=O)N=CC=C2)C2=CC=CC=C2 3-[[1-[(3R,4R)-1-benzyl-3-phenyl-piperidine-4-carbonyl]-4-hydroxy-4-piperidinyl]methyl]pyrido[3,2-d]pyrimidin-4-one